Bis(2-pentylheptyl) 11-(4-(diethylamino)butyl)-5,17-dihexyl-7,15-dioxo-6,8,14,16-tetraoxa-11-azahenicosanedioate C(C)N(CCCCN(CCOC(OC(CCCC(=O)OCC(CCCCC)CCCCC)CCCCCC)=O)CCOC(OC(CCCC(=O)OCC(CCCCC)CCCCC)CCCCCC)=O)CC